di(sec-butyl) carbonate C(OC(C)CC)(OC(C)CC)=O